6,6-Dichloro-1-(2-isopropylphenyl)pyrido[2,3-d]pyrimidine-2,4,5,7(1H,3H,6H,8H)-tetraone ClC1(C(C2=C(N(C(NC2=O)=O)C2=C(C=CC=C2)C(C)C)NC1=O)=O)Cl